6-(5-(difluoromethoxy)pyridin-2-yl)-1-(4-fluorophenylmethyl)-2-oxo-N-(spiro[3.3]hept-2-yl)-1,2-dihydro-1,8-naphthyridine-3-carboxamide FC(OC=1C=CC(=NC1)C=1C=C2C=C(C(N(C2=NC1)CC1=CC=C(C=C1)F)=O)C(=O)NC1CC2(C1)CCC2)F